N[C@H](C(=O)O)CCS(=O)(=N)CCC(C(F)(F)F)(C)O (2s)-2-amino-4-(4,4,4-trifluoro-3-hydroxy-3-methylbutylsulfonimidoyl)butanoic acid